5-chloro-N-[2,4-difluoro-3-[1-(1,2,3-triazol-2-yl)imidazo[1,5-a]pyridin-6-yl]phenyl]-2-methoxypyridine-3-sulfonamide ClC=1C=C(C(=NC1)OC)S(=O)(=O)NC1=C(C(=C(C=C1)F)C=1C=CC=2N(C1)C=NC2N2N=CC=N2)F